ethyl acrylate (Ethyl acrylate) C(C)C(C(=O)O)=C.C(C=C)(=O)OCC